COC(CC[C@H]1CN(CCO1)C(=O)[O-])=O (S)-2-(3-methoxy-3-oxopropyl)morpholine-4-carboxylate